methyl (E)-3-(2-(2-bromobenzamido)phenyl)acrylate BrC1=C(C(=O)NC2=C(C=CC=C2)/C=C/C(=O)OC)C=CC=C1